C(C)C1=C(N=C(C(=N1)C(=O)N)NC1=CC(=C(C=C1)N1CCN(CC1)C(CCCCCCC(=O)NO)=O)OC)NC1CCOCC1 6-Ethyl-3-((4-(4-(8-(hydroxyamino)-8-oxooctanoyl)piperazin-1-yl)-3-methoxyphenyl)amino)-5-((tetrahydro-2H-pyran-4-yl)amino)pyrazine-2-carboxamide